(5-bromopyridin-2-yl)-2-methylpropan-1-amine BrC=1C=CC(=NC1)C(C(C)C)N